C(#C)C=1C(=CC=C2C=CC=C(C12)C1=CC=C2C(=NC(=NC2=C1F)OCC12CCCN2CCC1)N1C[C@@H](N(CC1)C(C(=C)F)=O)CC#N)F (S)-2-(4-(7-(8-ethynyl-7-fluoronaphth-1-yl)-8-fluoro-2-((tetrahydro-1H-pyrrolizin-7a(5H)-yl)methoxy)quinazolin-4-yl)-1-(2-fluoroacryloyl)piperazin-2-yl)acetonitrile